ClC=1C=2C(N=C3N(C2C=CC1)C1=CC=C(C=C1C31CCCCC1)N1CCC3(CC(C3)O)CC1)=O 4'-chloro-9'-(2-hydroxy-7-azaspiro[3.5]nonan-7-yl)-5'H-spiro[cyclohexane-1,7'-indolo[1,2-a]quinazolin]-5'-one